COC(=O)C=1N(C2=CC(=CC=C2C1)OCC1=CC=CC=C1)C 6-(benzyloxy)-1-methyl-1H-indole-2-carboxylic acid methyl ester